C(C)(C)(C)OC(NCCNC1=NC(=NC=C1Br)Cl)=O N-[2-[(5-bromo-2-chloro-pyrimidin-4-yl)amino]ethyl]carbamic acid tert-butyl ester